C(C)[C@H]1CN(CC1)C1=CC2=C(N(C(N2C)=O)C(C(=O)OC)CCC(=O)OC)C=C1 Dimethyl 2-[5-[(3R)-3-ethylpyrrolidin-1-yl]-3-methyl-2-oxo-benzimidazol-1-yl]pentanedioate